FC1=C(C(=CC(=C1)C1=NC(=CN=C1)OC(C)C)F)N1CC(CC1)CC(=O)O {1-[2,6-difluoro-4-(6-isopropoxy-pyrazin-2-yl)-phenyl]Pyrrolidin-3-yl}-acetic acid